N-(2-hydroxyethyl)-3-pyridinecarboxamide OCCNC(=O)C=1C=NC=CC1